C(N)(=O)C1=CC=C(C=C1)C=1C=NN2C1C=C(C=C2)C(=O)N(C)C=2C=CC(=C(C(=O)OCCOC)C2)Cl 2-Methoxyethyl 5-(3-(4-carbamoylphenyl)-N-methylpyrazolo[1,5-a]pyridine-5-carboxamido)-2-chlorobenzoate